ethyl 1-((3,3-difluorocyclobutyl)methyl)-3-(3,3-difluoroprop-1-en-2-yl)-4-methyl-1H-pyrazole-5-carboxylate FC1(CC(C1)CN1N=C(C(=C1C(=O)OCC)C)C(=C)C(F)F)F